5-[2-(ethylsulfamoyl)-4-(2H-triazol-4-ylamino)phenyl]Thiazole C(C)NS(=O)(=O)C1=C(C=CC(=C1)NC1=NNN=C1)C1=CN=CS1